4-(2-(Ethylamino)propyl)-1,2-benzenediol hydrobromide Br.C(C)NC(CC=1C=C(C(=CC1)O)O)C